FI(Br)Cl fluorochlorobromoiodine